NC1=C(C=2C(=NC=C(C2S1)F)C=1C2=C(C=3C=NC(=NC3C1F)OC[C@H]1COCC1)COC2)C#N 2-Amino-7-fluoro-4-[5-fluoro-3-[[(3R)-tetrahydrofuran-3-yl]methoxy]-7,9-dihydrofuro[3,4-f]quinazolin-6-yl]thieno[3,2-c]pyridine-3-carbonitrile